N-[5-[[2-bromo-6-chloro-4-[1,2,2,3,3,3-hexafluoro-1-trifluoromethylpropyl]phenyl]carbamoyl]-2-cyanophenyl]-4-cyano-2-methylbenzamide BrC1=C(C(=CC(=C1)C(C(C(F)(F)F)(F)F)(C(F)(F)F)F)Cl)NC(=O)C=1C=CC(=C(C1)NC(C1=C(C=C(C=C1)C#N)C)=O)C#N